N-((R)-1-phenylethyl)-6-(pyridin-3-yl)-2,3,4,9-tetrahydro-1H-carbazol-1-amine C1(=CC=CC=C1)[C@@H](C)NC1CCCC=2C3=CC(=CC=C3NC12)C=1C=NC=CC1